5-{4-amino-7-[3-(dimethylamino)prop-1-ynyl]-2-{2-fluoro-4-[(2-methylacrylamino)]phenyl}-1-methylpyrrolo[3,2-c]pyridin-3-yl}-3-chloro-N-[(fluorocyclopropyl)methyl]pyridine-2-carboxamide NC1=NC=C(C2=C1C(=C(N2C)C2=C(C=C(C=C2)NC(=O)C(=C)C)F)C=2C=C(C(=NC2)C(=O)NCC2(CC2)F)Cl)C#CCN(C)C